F[C@H]1\C(\C[C@@]2(CC[C@H]1N2)C)=C/C2=CN=C(N=N2)C=2C=C1C=CN=CC1=CC2O 6-(6-((Z)-((1S,4S,5R)-4-fluoro-1-methyl-8-azabicyclo[3.2.1]octan-3-ylidene)methyl)-1,2,4-triazin-3-yl)isoquinolin-7-ol